3-(4-Hydroxyphenyl)-1-[4-hydroxy-2-[3,4,5-trihydroxy-6-(hydroxymethyl)oxan-2-yl]oxyphenyl]prop-2-en-1-one OC1=CC=C(C=C1)C=CC(=O)C1=C(C=C(C=C1)O)OC1OC(C(C(C1O)O)O)CO